N-[[3-(hydroxymethyl)azetidin-3-yl]methyl]-4-[[4-[[2-(6-methyl-2-pyridyl)pyrimidin-4-yl]amino]pyrimidin-2-yl]amino]thiophene-2-carboxamide OCC1(CNC1)CNC(=O)C=1SC=C(C1)NC1=NC=CC(=N1)NC1=NC(=NC=C1)C1=NC(=CC=C1)C